(4'-(quinolin-2-ylmethoxy)-[1,1'-biphenyl]-3-yl)methanol N1=C(C=CC2=CC=CC=C12)COC1=CC=C(C=C1)C1=CC(=CC=C1)CO